C(C)(C)(C)OC(=O)NC=1C=CC(=C(C1)[C@@H]1[C@@H](C1)C(=O)OCC)Cl ethyl cis-2-(5-(tert-butoxycarbonylamino)-2-chloro-phenyl)cyclopropanecarboxylate